(5-(3,5-difluorobenzyl)pyridin-2-yl)-1-methyl-6-oxo-1,6-dihydropyridine-3-carboxamide FC=1C=C(CC=2C=CC(=NC2)C=2N(C(C=CC2C(=O)N)=O)C)C=C(C1)F